FC(C)(F)C1=CC(=NN1C)C12CCC(CC1)(CC2)CN(C(OC(C(F)(F)F)(C)C)=O)C=2C=C(C=CC2)C2=CC=C(C=C2)OC(C)C 1,1,1-trifluoro-2-methylpropan-2-yl ((4-(5-(1,1-difluoroethyl)-1-methyl-1H-pyrazol-3-yl) bicyclo[2.2.2]octan-1-yl)methyl)(4'-isopropoxy-[1,1'-biphenyl]-3-yl)carbamate